(S)-2-(4-chlorophenyl)-3-(isopropylamino)-N-(4-((R)-5-methyl-7-oxo-5,6,7,8-tetrahydropyrido[2,3-d]pyrimidin-4-yl)phenyl)propanamide ClC1=CC=C(C=C1)[C@H](C(=O)NC1=CC=C(C=C1)C=1C2=C(N=CN1)NC(C[C@H]2C)=O)CNC(C)C